C12(CC3CC(CC(C1)C3)C2)CN(C(=O)C2=CC=C(N=N2)N2CCN(CC2)C(=O)OC(C)(C)C)C tert-Butyl 4-[6-[1-adamantylmethyl(methyl)carbamoyl]pyridazin-3-yl]piperazine-1-carboxylate